N1=CC(=CC=C1)CC1N2CCC(C1OC=1N=NC(=CC1)C=1NC=CC1)CC2 trans-2-(3-pyridylmethyl)-3-[6-(1H-pyrrol-2-yl)pyridazin-3-yl]oxyquinuclidine